9-[4-[2-(2,6-dioxo-3-piperidyl)-1,3-dioxo-isoindolin-5-yl]oxy-1-piperidyl]nonanoic acid O=C1NC(CCC1N1C(C2=CC=C(C=C2C1=O)OC1CCN(CC1)CCCCCCCCC(=O)O)=O)=O